C(CC(=O)C)(=O)O.C(CC(=O)C)(=O)O.C(C)(=O)CC(C)=O Monoacetylacetone bis(acetoacetate)